C(\C=C\C(=O)O)(=O)O.BrC=1C=C2C(=NC1)NC=C2CCNCC2=CC(=CC=C2)F 2-(5-bromo-1H-pyrrolo[2,3-b]pyridin-3-yl)-N-(3-fluorobenzyl)ethan-1-amine fumarate salt